C(#N)[C@H]1N(CSC1)C(CNC(=O)C1=CC=NC2=CC=C(C=C12)N1CCC(CC1)(OC)CC)=O (R)-N-(2-(4-Cyanothiazolidin-3-yl)-2-oxoethyl)-6-(4-ethyl-4-methoxypiperidin-1-yl)-quinoline-4-carboxamide